(2S,4S)-4-fluoro-1-[2-[(3R)-3-[(3-chloro-5-quinolinyl)amino]pyrrolidin-1-yl]acetyl]pyrrolidine-2-carbonitrile F[C@H]1C[C@H](N(C1)C(CN1C[C@@H](CC1)NC1=C2C=C(C=NC2=CC=C1)Cl)=O)C#N